P(=O)(O)(O)OC[C@H](N)[C@H](O)\C=C\CCCCCCCCCCCCC anti-sphingosine 1-phosphate